3-[6-amino-4-ethyl-5-(4-hydroxyphenyl)-3-pyridyl]-N-isopropyl-benzamide NC1=C(C(=C(C=N1)C=1C=C(C(=O)NC(C)C)C=CC1)CC)C1=CC=C(C=C1)O